(R)-N4-(sec-butyl)-5-chloro-N2-(2-methoxy-4-(methylsulfonyl)phenyl)-7H-pyrrolo[2,3-d]pyrimidine-2,4-diamine [C@@H](C)(CC)NC=1C2=C(N=C(N1)NC1=C(C=C(C=C1)S(=O)(=O)C)OC)NC=C2Cl